tert-butyl N-[3-(3,3-dimethylbutylamino)-2-hydroxy-3-oxo-propyl]carbamate CC(CCNC(C(CNC(OC(C)(C)C)=O)O)=O)(C)C